monobutyl (2-ethylhexyl)phosphonate C(C)C(CP(OCCCC)([O-])=O)CCCC